ClC1=C(C=C2C=C(N=CC2=C1)NC(CC1CCOCC1)=O)C1CCN(CC1)C1(COCC1O)C N-(7-chloro-6-(1-(4-hydroxy-3-methyltetrahydrofuran-3-yl)piperidin-4-yl)isoquinolin-3-yl)-2-(tetrahydro-2H-pyran-4-yl)acetamide